bromo-N'-hydroxy-6-methylpyridineformamidine BrC=1C(=NC(=CC1)C)C(=NO)N